1-hydroxy-6-methoxy-9-oxo-9H-xanthene OC1=CC=CC=2OC3=CC(=CC=C3C(C12)=O)OC